Chloromethyl (2-(prop-2-yn-1-yl)pent-4-yn-1-yl) carbonate C(OCCl)(OCC(CC#C)CC#C)=O